C(C)(C)(C)OC(=O)N1CC2=CC=CC(=C2C(N1)=O)[C@@H]([C@@H](C(=O)OCC)C)CC 5-[(2s,3r)-1-ethoxy-2-methyl-1-oxopentan-3-yl]-4-oxo-1,3-dihydro-phthalazine-2-carboxylic acid tert-butyl ester